C(C1=CC=CC=C1)OCN1C(CCC2=CC=C(C=C12)CCN1CCN(CC1)C1=CC(=CC=2SC=CC21)F)=O 1-((benzyloxy)methyl)-7-(2-(4-(6-fluorobenzo[b]thiophen-4-yl)piperazin-1-yl)ethyl)-3,4-dihydroquinolin-2(1H)-one